3-(2,5-Difluorophenyl)-7-(1,1-dimethylethyl)-6-1-(1-methyl-1H-1,2,4-triazol-5-yl)methoxyl-1,2,4-triazolo[4,3-b]pyridazine FC1=C(C=C(C=C1)F)C1=NN=C2N1N=C(C(=C2)C(C)(C)C)OCC2=NC=NN2C